FC=1C(=C2C=CC(=CC2=CC1)O)C#C[Si](C(C)C)(C(C)C)C(C)C 6-fluoro-5-{[tri(propan-2-yl)silyl]ethynyl}naphthalen-2-ol